CC1(C=CC(=C2C=C3C4=C(C=CC3=C12)C=CC=C4)OB(O)O)C (7,7-dimethyl-benzofluorene-10-yl)boric acid